C1(=CC=CC=C1)P(C1=C(C=CC=C1)C=1OC[C@@H](N1)C(C)C)C1=CC=CC=C1 (4S)-(-)-4,5-dihydro-2-[2'-(diphenylphosphino)phenyl]-4-isopropyl-oxazole